(S)-30-(4-(2,5-dioxo-2,5-dihydro-1H-pyrrol-1-yl)butanamido)-27,31-dioxo-2,5,8,11,14,17,20,23-octaoxa-26,32-diazahexatriacontan-36-oic acid O=C1N(C(C=C1)=O)CCCC(=O)N[C@@H](CCC(NCCOCCOCCOCCOCCOCCOCCOCCOC)=O)C(NCCCC(=O)O)=O